NC1=C2C(=NC=N1)N(N=C2C2=CC=C(C=C2)OC2=CC=CC=C2)C2CCN(CC2)CC2=C(C=CC(=C2)F)NC2C(NC(CC2)=O)=O 3-((2-((4-(4-amino-3-(4-phenoxyphenyl)-1H-pyrazolo[3,4-d]pyrimidin-1-yl)piperidin-1-yl)methyl)-4-fluorophenyl)amino)piperidine-2,6-dione